ClC=1C(=NC=CN1)CC1(CC(CCC1)=O)C(=O)N ((3-chloropyrazin-2-yl)methyl)-3-oxocyclohexane-1-carboxamide